COC(C1=CC(=C(C(=C1)Br)N1[C@@H](CCCC1)C)N)=O (R)-3-amino-5-bromo-4-(2-methylpiperidin-1-yl)benzoic acid methyl ester